NC=1SC2=C(N1)C=CC=C2 2-aminobenzothiazole